C(C)(C)(C)N(C(=O)OC(C)C1=NC=C(C=C1)OC)[C@@H]1CC2=C(N=C(S2)N)CC1 1-(5-methoxypyridin-2-yl)ethan-1-ol tert-butyl-(S)-(2-amino-4,5,6,7-tetrahydrobenzo[d]thiazol-6-yl)carbamate